(S)-4-((4-((2-(2-(2-((3,4-dimethoxybenzyl)amino)-2-oxoacetyl)pyrrolidin-1-yl)-2-oxoethyl)carbamoyl)quinolin-8-yl)amino)-4-oxobutan-1-aminium 4-methylbenzenesulfonate CC1=CC=C(C=C1)S(=O)(=O)[O-].COC=1C=C(CNC(C(=O)[C@H]2N(CCC2)C(CNC(=O)C2=CC=NC3=C(C=CC=C23)NC(CCC[NH3+])=O)=O)=O)C=CC1OC